[N+](=O)([O-])C=1C=NN(C1)C(C)C1COCC1 4-nitro-1-(1-(tetrahydrofuran-3-yl)ethyl)-1H-pyrazole